(4-cyclopropylthiazol-2-yl)(4-fluorophenyl)methanol Methyl-6-bromo-1H-Benzo[d]Imidazole-4-carboxylate CN1C=NC2=C1C=C(C=C2C(=O)OC(C2=CC=C(C=C2)F)C=2SC=C(N2)C2CC2)Br